3,4-Pyridinedicarboxylic anhydride N1=CC2=C(C=C1)C(=O)OC2=O